CC1([C@H]2CN([C@@H]([C@@H]12)C(=O)OC)C([C@H](CC1=CC=CC=C1)NC(=O)[C@@H]1COCC1)=O)C methyl (1R,2S,5S)-6,6-dimethyl-3-[(2S)-3-phenyl-2-[[(3S)-tetrahydrofuran-3-carbonyl]amino]propanoyl]-3-azabicyclo[3.1.0]hexane-2-carboxylate